(S)-3-amino-2-(tert-butoxycarbonylamino)propionic acid NC[C@@H](C(=O)O)NC(=O)OC(C)(C)C